2-(2-(4-(methylthio)phenyl)-2-hydroxyethyl)isoindoline-1,3-dione CSC1=CC=C(C=C1)C(CN1C(C2=CC=CC=C2C1=O)=O)O